C(C)(C)(C)OC(=O)N1CC2(C1)CCN(CC2)C=2C=NC(=CC2)N.N2(C=NC=C2)C2=C(C=C(C1=C2CCO1)C1=CC=C(C=C1)OC(F)(F)F)CNC(C=C)=O N-[[4-imidazol-1-yl-7-[4-(trifluoromethoxy)phenyl]-2,3-dihydrobenzofuran-5-yl]methyl]prop-2-enamide tert-butyl-7-(6-aminopyridin-3-yl)-2,7-diazaspiro[3.5]nonane-2-carboxylate